CC=1C=C2C(=C(N1)C)NC(=C2)C2=CC(=C1C=C(N=NC1=C2)C2CCN(CC2)C(=O)OC(C)(C)C)F tert-Butyl 4-[7-(5,7-dimethyl-1H-pyrrolo[2,3-c]pyridin-2-yl)-5-fluoro-cinnolin-3-yl]piperidine-1-carboxylate